CC(C)(C(C)O[Si](C)(C)OC(C(C)(C)C)C)C Bis(2,2-dimethyl-3-butoxy)dimethylsilane